tert-butyl 6,6-dimethyl-4-(4-nitrophenyl)-2,5-dihydropyridine-1-carboxylate CC1(CC(=CCN1C(=O)OC(C)(C)C)C1=CC=C(C=C1)[N+](=O)[O-])C